1-(5-(7-Oxa-2-azaspiro[3.5]nonan-2-yl)pyrazin-2-yl)-5,7-difluoro-1H-benzo[d][1,2,3]triazol-6-ol C1N(CC12CCOCC2)C=2N=CC(=NC2)N2N=NC1=C2C(=C(C(=C1)F)O)F